FC(C1=C(C=NO)C=CC=C1)(F)F 2-trifluoromethyl-Benzoaldoxime